CC=1SC=CC1C1=CC(OC2=CC(=CC=C12)OC(C(=O)N1C[C@H](CCC1)C(=O)O)C)=O |r| Rac-(3S)-1-[2-[4-(2-methyl-3-thienyl)-2-oxo-chromen-7-yl]oxypropionyl]piperidine-3-carboxylic acid